(1-(2,6-dichloropyrimidin-4-yl)azepin-2-yl)methanol ClC1=NC(=CC(=N1)N1C(=CC=CC=C1)CO)Cl